C(C1=CC=CC=C1)OC(=O)NCCC1=CC(=C(C=C1F)N1CC2CCC(C1)N2C(=O)OC(C)(C)C)F tert-Butyl 3-[4-(2-[[(benzyloxy)carbonyl]amino]ethyl)-2,5-difluorophenyl]-3,8-diazabicyclo[3.2.1]octane-8-carboxylate